epoxycyclohexyl-methyl-3,4-epoxycyclohexyl-carboxylate tert-butyl-(3S,4R)-3-amino-4-methoxypyrrolidine-1-carboxylate C(C)(C)(C)OC(=O)N1C[C@@H]([C@@H](C1)OC)N.C12(C(CCCC1)O2)C2C(CCC1C2O1)(C(=O)O)C